N-{2-fluoro-4-methyl-5-[2-(1-methylpyrazol-4-yl)-6-(morpholin-4-yl)pyridin-4-yl]phenyl}-3-(2-fluoropropan-2-yl)pyrrolidine-1-carboxamide FC1=C(C=C(C(=C1)C)C1=CC(=NC(=C1)N1CCOCC1)C=1C=NN(C1)C)NC(=O)N1CC(CC1)C(C)(C)F